C(C(C)C)OC(=O)N1CCC(N2C1CN(C([C@@H](C2)CC2=CC=CC=C2)=O)CC2=CC=NC=C2)=O (7R)-7-benzyl-4,8-dioxo-9-(pyridin-4-ylmethyl)octahydropyrimido[1,2-a][1,4]diazepine-1(2H)-carboxylic acid isobutyl ester